N-(3-(2-(tert-Butyl)-5-(2-((1-(methylsulfonyl)piperidin-4-yl)amino)pyrimidin-4-yl)thiazol-4-yl)-2-fluorophenyl)-4-cyano-2,6-difluorobenzenesulfonamide C(C)(C)(C)C=1SC(=C(N1)C=1C(=C(C=CC1)NS(=O)(=O)C1=C(C=C(C=C1F)C#N)F)F)C1=NC(=NC=C1)NC1CCN(CC1)S(=O)(=O)C